ClC=1C(C(C(=NC1OCC1=NC=C(C=C1F)F)C)C1=CC(=NC=C1C)Cl)=O 5-chloro-3-(2-chloro-5-methylpyridin-4-yl)-6-((3,5-difluoropyridin-2-yl)methoxy)-2-methylpyridin-4(3H)-one